C(CCC)S(=O)(=O)C1=CC=CC2=NN(N=C21)C2=C(C(=CC(=C2)C(C)(C)C)C(C)(C)C)O butylsulfonyl-2-(2-hydroxy-3,5-di-t-butylphenyl)-2H-benzotriazole